ClC1=C(C=C(C=C1)C#N)C=1C=C2C(=NN(C2=CC1)C(C1=CC=CC=C1)(C1=CC=CC=C1)C1=CC=CC=C1)NC(=O)[C@H]1CN(CCC1)C(=O)OCOC(C)=O (Acetyloxy)methyl (3R)-3-{[5-(2-chloro-5-cyanophenyl)-1-trityl-1H-indazol-3-yl]carbamoyl}piperidine-1-carboxylate